NC1=NC=CC(=C1)C1=C(C=2N(C=C1)N=C(N2)NC2CCN(CC2)S(=O)(=O)C)OCC(C)C 7-(2-aminopyridin-4-yl)-8-isobutoxy-N-(1-(methylsulfonyl)piperidin-4-yl)-[1,2,4]triazolo[1,5-a]pyridin-2-amine